2-((2-amino-2-carboxyethyl)disulfanyl)nicotinic acid NC(CSSC1=C(C(=O)O)C=CC=N1)C(=O)O